1-nonyl-3-propylpyridinium cyanide salt [C-]#N.C(CCCCCCCC)[N+]1=CC(=CC=C1)CCC